4-(8-bromo-2-(4-cyclobutyl-1H-pyrazol-1-yl)-9-ethyl-9H-purin-6-yl)morpholine BrC=1N(C2=NC(=NC(=C2N1)N1CCOCC1)N1N=CC(=C1)C1CCC1)CC